FC(C(CN1N=CC=N1)NC(OC(C)(C)C)=O)(F)F tert-butyl (1,1,1-trifluoro-3-(2H-1,2,3-triazol-2-yl)propan-2-yl)carbamate